Fmoc-11-Aminoundecanoic acid C1=CC=C2C(=C1)C(C3=CC=CC=C32)COC(=O)NCCCCCCCCCCC(=O)O